platinum (iv) oxide hydrate O.[Pt](=O)=O